BrC=1C=C(C=C2C(C3=C(C=4C=CC=NC4CC3)OC12)=O)F 11-bromo-9-fluoro-5,6-dihydro-7H-chromeno[2,3-f]quinolin-7-one